FC(C=1C(=C(C=CC1)[C@@H](C)NC1=NN(C(C=2C1=CN(C(C2)=O)[C@H]2[C@@H](C2)C=2C=NC=C(C2)F)=O)C)F)F 4-[[(1R)-1-[3-(difluoromethyl)-2-fluoro-phenyl]ethyl]amino]-6-[(1R,2S)-2-(5-fluoro-3-pyridyl)cyclopropyl]-2-methyl-pyrido[3,4-d]pyridazine-1,7-dione